4-(1-carbamimidoyl-1,2,3,6-tetrahydropyridin-4-yl)-N-(4-(1-carbamimidoylazetidin-3-yl)phenyl)-2-methylbenzamide C(N)(=N)N1CCC(=CC1)C1=CC(=C(C(=O)NC2=CC=C(C=C2)C2CN(C2)C(N)=N)C=C1)C